N1=CC=C(C=C1)CNC(NC1=CC=C(C=C1)S(=O)(=O)NCC1=CC(=CC=C1)C(F)(F)F)=O 4-(3-(pyridin-4-ylmethyl)ureido)-N-(3-(trifluoromethyl)benzyl)benzenesulfonamide